ClC1=CC=C(C=C1)C12N(C3=CC=CC=C3C=C1F)CC(C(N2)=O)(C)C 4a-(4-Chlorophenyl)-5-fluoro-2,2-dimethyl-1,2,4,4a-tetrahydro-3H-pyrimido[1,2-a]quinolin-3-one